CN1C(NC[C@H]1C(=O)NC1=CC(=CC=2C=COC21)OC2=NC=C(C=C2)C(F)(F)F)=O (S)-3-Methyl-2-oxo-N-(5-((5-(trifluoromethyl)pyridin-2-yl)oxy)benzofuran-7-yl)imidazolidine-4-carboxamide